FC1=CC2=C(N(C(=N2)NC=2OC3=C(N2)C=C(C=C3)CN(CCC)C)C)C=C1 N-(5-fluoro-1-methyl-1H-1,3-benzodiazol-2-yl)-5-{[methyl(propyl)amino]methyl}-1,3-benzoxazol-2-amine